O=C1NC(CCC1N1C(C2=CC=CC(=C2C1=O)OCC(=O)NCCCCCNC(OC(C)(C)C)=O)=O)=O Tert-butyl N-[5-[[2-[2-(2,6-dioxo-3-piperidyl)-1,3-dioxo-isoindolin-4-yl]oxyacetyl]amino] pentyl]carbamate